ClS(=O)(=O)CC12CC(C1)(C2)NC(OCC2=CC=CC=C2)=O Benzyl (3-((chlorosulfonyl)methyl)bicyclo[1.1.1]pentan-1-yl)carbamate